OC1=C(C=CC(=C1)OCCC)C1=NC(=NC(=N1)C1=C(C=C(C=C1)OCCC)O)C1=C(C=C(C=C1)C)C 2,4-bis-(2-hydroxy-4-propyloxyphenyl)-6-(2,4-dimethylphenyl)-1,3,5-triazine